3-[(3-bromophenyl)methyl]pyrrolidine, hydrochloride Cl.BrC=1C=C(C=CC1)CC1CNCC1